CN1C(N(C2=C1C=CC=C2)C)C(=O)[O-] 1,3-dimethylbenzimidazole-2-carboxylate